chromenecarboxylate O1C(C=CC2=CC=CC=C12)C(=O)[O-]